(4-(((6-(cyclopropyl(4-(trifluoromethyl)benzyl)amino)-5-fluoropyrimidin-4-yl)amino)methyl)piperidin-4-yl)carbamate C1(CC1)N(C1=C(C(=NC=N1)NCC1(CCNCC1)NC([O-])=O)F)CC1=CC=C(C=C1)C(F)(F)F